C(C)OC(CCSC1=CC=C2CC3(CCN(CC3)C=3N=C(N(C(C3)=O)C3=C(C(=CC=C3)Cl)Cl)C)[C@@H](C2=C1)N)=O (S)-3-((1-amino-1'-(1-(2,3-dichlorophenyl)-2-methyl-6-oxo-1,6-dihydropyrimidin-4-yl)-1,3-dihydrospiro[inden-2,4'-piperidin]-6-yl)thio)propanoic acid ethyl ester